5-Amino-1-isopropyl-3-[4-(1-[[5-(1,1,1-trifluoro-2-methylpropan-2-yl)-1,2-oxazol-3-yl]carbamoyl]ethyl)phenyl]pyrazole-4-carboxamide NC1=C(C(=NN1C(C)C)C1=CC=C(C=C1)C(C)C(NC1=NOC(=C1)C(C(F)(F)F)(C)C)=O)C(=O)N